3-(4-{2'-ethoxy-[2,3'-bipyridin]-5-yl}-4-{[(3R)-1-methylpyrrolidin-3-yl]carbamoyl}piperidin-1-yl)-6-(trifluoromethyl)pyridine-2-carboxamide C(C)OC1=NC=CC=C1C1=NC=C(C=C1)C1(CCN(CC1)C=1C(=NC(=CC1)C(F)(F)F)C(=O)N)C(N[C@H]1CN(CC1)C)=O